N-(3-fluoro-4-(4-(ethyl-(morpholinoethyl)amino)piperidine-1-yl)phenyl)-4-(1-isopropyl-1H-pyrazole-4-yl)-5-methylpyrimidine-2-amine FC=1C=C(C=CC1N1CCC(CC1)N(CCN1CCOCC1)CC)NC1=NC=C(C(=N1)C=1C=NN(C1)C(C)C)C